(R or S)-N-(5-fluoro-6-(4-((R or S)-2-methyl-1,1-dioxidotetrahydrothiophen-2-yl)-1H-imidazol-1-yl)pyridin-3-yl)-7-(trifluoromethyl)chromane-3-carboxamide FC=1C=C(C=NC1N1C=NC(=C1)[C@@]1(S(CCC1)(=O)=O)C)NC(=O)[C@H]1COC2=CC(=CC=C2C1)C(F)(F)F |o1:12,23|